CC1=C(C=C(C(=O)NC2=CC=C(C=C2)N)C=C1)N 4-methyl-3,4'-diaminobenzanilide